[OH-].[In+2].[OH-] indium(II) hydroxide